1-(5-(7-methoxy-1-methyl-1H-pyrrolo[2,3-c]pyridin-3-yl)-2-methyl-4-(pyridin-3-yloxy)phenyl)-3-methylpyrrolidine-2,5-dione COC=1N=CC=C2C1N(C=C2C=2C(=CC(=C(C2)N2C(C(CC2=O)C)=O)C)OC=2C=NC=CC2)C